O=C1N(C2=CC=C(C=3C2=C1C=CC3)CC3=CC=C(C=C3)CN3CCNCC3)C3C(NC(CC3)=O)=O 3-(2-Oxo-6-(4-(piperazin-1-ylmethyl)benzyl)benzo[cd]indol-1(2H)-yl)piperidine-2,6-dione